C(C)(=O)N1CCN(CC1)C1=C(N(C=2N(C1=O)N=C(N2)Br)CC(=O)O)C 2-(6-(4-acetylpiperazin-1-yl)-2-bromo-5-methyl-7-oxo-[1,2,4]triazolo[1,5-a]pyrimidin-4(7H)-yl)acetic acid